N-morpholinylacrylamide N1(CCOCC1)NC(C=C)=O